C(C)(C)C1=CC=C(C=C1)C1CCN(CC1)C(=O)C1CC2(C1)NC(CC2)=O (2r,4s)-2-(4-(4-isopropylphenyl)piperidine-1-carbonyl)-5-azaspiro[3.4]octan-6-one